BrC=1C=C(C(=C2C(=NN(C12)C1OCCCC1)N1C(C2=C(C(=C(C(=C2C1=O)Cl)Cl)Cl)Cl)=O)OC1=C(C=CC(=C1)F)Cl)NC(C1=CC(=CC(=C1)C(F)(F)F)F)=O N-[7-bromo-4-(2-chloro-5-fluorophenoxy)-1-(oxan-2-yl)-3-(4,5,6,7-tetrachloro-1,3-dioxoisoindol-2-yl)indazol-5-yl]-3-fluoro-5-(trifluoromethyl)benzamide